ClC1=CC=C2C=C(NC2=C1)C1=CN=CC2=C1OCCN2C(=O)C2CN(C2)CC2=CC(=CC=C2)F (8-(6-Chloro-1H-indol-2-yl)-2,3-dihydro-4H-pyrido[4,3-b][1,4]oxazin-4-yl)(1-(3-fluoroBenzyl)azetidin-3-yl)methanone